N-(4-amino-4'-fluoro-[1,1'-biphenyl]-3-yl)-4-(5-chloropyridine-3-sulfonimidoyl)benzamide NC1=C(C=C(C=C1)C1=CC=C(C=C1)F)NC(C1=CC=C(C=C1)S(=O)(=N)C=1C=NC=C(C1)Cl)=O